C(CCCCCC)(=O)[O-] heptaneAt